1-bromo-2-chloro(2H4)ethane BrC(C(Cl)([2H])[2H])([2H])[2H]